methyl (2S)-2-(((1-(3-chlorophenyl)ethoxy)carbonyl)amino)-3-cyclohexylpropanoate ClC=1C=C(C=CC1)C(C)OC(=O)N[C@H](C(=O)OC)CC1CCCCC1